(7R,8R,9S,13S,14S)-13-methyl-17-oxo-7-(9-((4,4,5,5,5-pentafluoropentyl) sulfinyl)nonyl)-7,8,9,11,12,13,14,15,16,17-decahydro-6H-cyclopenta[a]phenanthren-3-yl (4-nitrophenyl) carbonate C(OC=1C=CC=2[C@H]3CC[C@@]4(C(CC[C@H]4[C@@H]3[C@@H](CC2C1)CCCCCCCCCS(=O)CCCC(C(F)(F)F)(F)F)=O)C)(OC1=CC=C(C=C1)[N+](=O)[O-])=O